COCCCCCCCCCCCCCCCCCC(=O)C1=CC=C(C=C1)C(C)=O p-methoxystearoyl-acetophenone